4,5-dimethyl-thiazol CC=1N=CSC1C